C(C)(C)(C)S(=O)(=O)C=1C(=CC=2N(C1)C(=CN2)C=2C=C(C(=NC2)N)N)OC 5-(6-(tert-butylsulfonyl)-7-methoxyimidazo[1,2-a]pyridin-3-yl)pyridine-2,3-diamine